[Sn]=O.[W] tungsten-tin oxide